2-(8-(methylsulfinyl)imidazo[1,5-a]pyridin-3-yl)propan-2-amine CS(=O)C=1C=2N(C=CC1)C(=NC2)C(C)(C)N